COC1=NC=NC(=C1C=1N=CC2=C(N1)C(=NN2C)CC2=CC=C(C=C2)C=2N(C=C(N2)C(F)(F)F)C)C 5-(4-methoxy-6-methylpyrimidin-5-yl)-1-methyl-3-(4-(1-methyl-4-(trifluoromethyl)-1H-imidazol-2-yl)benzyl)-1H-pyrazolo[4,3-d]pyrimidine